O=C1NC=2C(=CC=CC2C=2N1N=C(N2)C2=CC=C(C#N)C=C2)C(F)(F)F 4-[5-Oxo-7-(trifluoromethyl)-5,6-dihydro[1,2,4]triazolo[1,5-c]quinazolin-2-yl]benzonitrile